5-methyl-indole-2,3-dione CC=1C=C2C(C(NC2=CC1)=O)=O